ClC1=C(C(=CC=C1)F)CC1=NOCN1CCC 3-[(2-chloro-6-fluorophenyl)methyl]-4-propyl-4,5-dihydro-1,2,4-oxadiazol